S1C=NC2=C1C=CC(=C2)NC2=CC=NC1=CC=C(C=C21)C2=C(C=C(CN1C(C=CC=C1)=O)C=C2)F 1-(4-(4-(benzo[d]thiazol-5-ylamino)quinolin-6-yl)-3-fluorobenzyl)pyridin-2(1H)-one